N=1N(N=CC1)C(C)(C)C1=NN(C(=C1)N)C1CC1 3-(2-(2H-1,2,3-triazol-2-yl)propan-2-yl)-1-cyclopropyl-1H-pyrazol-5-amine